5-(((2-(4-aminobutanamido)ethyl)amino)methyl)-N-(2'-chloro-3'-(5-((3-hydroxy-3-methylpyrrolidin-1-yl)methyl)picolinamido)-2-methyl-[1,1'-biphenyl]-3-yl)picolinamide NCCCC(=O)NCCNCC=1C=CC(=NC1)C(=O)NC=1C(=C(C=CC1)C1=C(C(=CC=C1)NC(C1=NC=C(C=C1)CN1CC(CC1)(C)O)=O)Cl)C